(R)-6-(5-methyl-6,7-dihydro-5H-pyrrolo[2,1-c][1,2,4]triazol-3-yl)pyridin-2-amine C[C@@H]1CCC2=NN=C(N21)C2=CC=CC(=N2)N